4-((1-(4-(2-(2-Aminopyridin-3-yl)-5-(5-(fluoromethoxy)pyridin-2-yl)-3H-imidazo[4,5-b]pyridin-3-yl)benzyl)piperidin-4-yl)amino)pyrimidine-2-carbonitrile NC1=NC=CC=C1C1=NC=2C(=NC(=CC2)C2=NC=C(C=C2)OCF)N1C1=CC=C(CN2CCC(CC2)NC2=NC(=NC=C2)C#N)C=C1